2,4,6-triamino-5-pyrimidinecarbonitrile NC1=NC(=C(C(=N1)N)C#N)N